O[C@@H](CNC(=O)[C@H]1C(CCC[C@@H]1C)(C)C)C1=CC=CC=C1 (1R,6S)-N-((R)-2-hydroxy-2-phenylethyl)-2,2,6-trimethylcyclohexane-1-carboxamide